(2R,5S)-benzyl 2-(3-amino-4-mercaptophenyl)-5-methylpiperidine-1-carboxylate NC=1C=C(C=CC1S)[C@@H]1N(C[C@H](CC1)C)C(=O)OCC1=CC=CC=C1